C(C(C)C)N1C=[N+](C=C1)C 1-isobutyl-3-methyl-imidazolium